3-methylisoquinolineAmide CC=1N=C(C2=CC=CC=C2C1)C(=O)N